CN1C(=NN=C1)C(C(C)C1=CC(=CC=C1)[N+](=O)[O-])=O 1-(4-methyl-4H-1,2,4-triazol-3-yl)-2-(3-nitrophenyl)propan-1-one